(3S*,4R*)-4-(4-ethyl-2,6-difluorophenyl)-2-oxopyrrolidine-3-carboxylic acid methyl ester COC(=O)[C@@H]1C(NC[C@H]1C1=C(C=C(C=C1F)CC)F)=O |o1:4,8|